CC1=CC=C(COCC2=CC=C(C=C2)C)C=C1 4-methylbenzyl oxide